COC[C@@H]1N(CCC1)S(=O)(=O)N1C=NC=C1 (R)-1-((2-(methoxymethyl)pyrrolidin-1-yl)sulfonyl)-1H-imidazole